C(C)(C)(C)OC(=O)N1CC2(C1)OC[C@H](C2)OC(C2=CC=CC=C2)=O (7S)-7-benzoyloxy-5-oxa-2-azaspiro[3.4]Octane-2-carboxylic acid tert-butyl ester